tert-butyl 2-[1-[6-methyl-2-[4-(3-methylmorpholin-4-yl) phenyl]-4-oxo-chromen-8-yl]ethylamino]benzoate CC=1C=C2C(C=C(OC2=C(C1)C(C)NC1=C(C(=O)OC(C)(C)C)C=CC=C1)C1=CC=C(C=C1)N1C(COCC1)C)=O